NC=1C=CC(=C(C(=O)N[C@H](C)C2=CC=CC3=CC=CC=C23)C1)C 5-amino-2-methyl-N-[(1R)-1-(1-naphthyl)ethyl]benzamide